8-(benzo[d]thiazol-6-yl)-7-(4-fluorophenyl)-2-((3-fluoropyridin-2-yl)methyl)-[1,2,4]triazolo[1,5-c]pyrimidin-5-amine S1C=NC2=C1C=C(C=C2)C=2C=1N(C(=NC2C2=CC=C(C=C2)F)N)N=C(N1)CC1=NC=CC=C1F